N1CC(C1)N1CCN(CC1)C(=O)C=1C=CC(=C(C1)N1C(NC(CC1)=O)=O)Cl 1-(5-(4-(azetidin-3-yl)piperazine-1-carbonyl)-2-chlorophenyl)dihydropyrimidine-2,4(1H,3H)-dione